2-amino-N-(1-(4-chloro-7-ethoxy-1-(2-hydroxyethyl)-1H-indazol-6-yl)ethyl)pyrazolo[1,5-a]pyrimidine-3-carboxamide NC1=NN2C(N=CC=C2)=C1C(=O)NC(C)C1=CC(=C2C=NN(C2=C1OCC)CCO)Cl